C(C1=CC=CC=C1)OC=1C=C(C=C(C1)[C@@H](C)NC(C1=C(C=CC(=C1)N1CC(C1)N(C)C)C)=O)C=1C=C(N(C1)C)C(=O)OCC1=CC=CC=C1 benzyl 4-[3-benzyloxy-5-[(1R)-1-[[5-[3-(dimethylamino)azetidin-1-yl]-2-methyl-benzoyl]amino]ethyl]phenyl]-1-methyl-pyrrole-2-carboxylate